IC1=CC=C(C=C1)C1C(N(CCN1)C(C)C)=O 3-(4-iodophenyl)-1-isopropylpiperazin-2-one